5-fluoro-N-(8-fluoro-2-methyl-imidazo[1,2-a]pyridine-6-yl)-2-methoxy-7-piperazin-1-yl-quinazolin-4-amine FC1=C2C(=NC(=NC2=CC(=C1)N1CCNCC1)OC)NC=1C=C(C=2N(C1)C=C(N2)C)F